CC1=CC=C(C=C1)S(=O)(=O)CC1=CNC2=CC=CC=C12 3-(p-toluenesulfonylmethyl)-1H-indole